4-Ethyl-3-(N-(4-fluoro-5-(5-methylisoxazol-4-yl)-2-(piperidin-1-yl)phenyl)sulfamoyl)benzoic acid C(C)C1=C(C=C(C(=O)O)C=C1)S(NC1=C(C=C(C(=C1)C=1C=NOC1C)F)N1CCCCC1)(=O)=O